4-(4-cyanophenyl)-oxan-2-one C(#N)C1=CC=C(C=C1)C1CC(OCC1)=O